sulfonyl-tetra-n-butyl-ammonium S(=O)(=O)=CCCC[N+](CCCC)(CCCC)CCCC